3,3-dimethylhexahydropyrazine CC1(CNCCN1)C